rac-(3aR,5R,7S,7aR)-5-(2,4-difluorophenyl)-1,3,3,5,7-pentaethyloctahydrobenzo[c]isoxazole FC1=C(C=CC(=C1)F)[C@]1(C[C@@H]2[C@H](N(OC2(CC)CC)CC)[C@H](C1)CC)CC |r|